9-(3,3-Dimethylbutyl)-4-propyl-1-oxa-4,9-diazaspiro[5.5]undecan-3-on CC(CCN1CCC2(CN(C(CO2)=O)CCC)CC1)(C)C